N-(2-Chloro-6-((5-(trifluoromethyl)thiophen-3-yl)oxy)pyridin-4-yl)-5-(2-(methylsulfonyl)propan-2-yl)benzo[b]thiophen-2-carboxamid ClC1=NC(=CC(=C1)NC(=O)C1=CC2=C(S1)C=CC(=C2)C(C)(C)S(=O)(=O)C)OC2=CSC(=C2)C(F)(F)F